3-methylvaleric acid CC(CC(=O)O)CC